FC1(C(CN(CC1)C=1N=C(C2=C(N1)N=C(S2)N(C)C)C2=C(C=C(C=C2)C(F)(F)F)F)C2=CC(=NC=C2)C)F 5-(4,4-difluoro-3-(2-methylpyridin-4-yl)piperidin-1-yl)-7-(2-fluoro-4-(trifluoromethyl)phenyl)-N,N-dimethylthiazolo[4,5-d]pyrimidin-2-amine